(S)-7'-cyclopropyl-N-methylspiro[cyclopropane-1,1'-isochroman]-4'-amine C1(CC1)C1=CC=C2[C@@H](COC3(C2=C1)CC3)NC